ClC1=CC=C(C=C1)N(C(=O)OCC1CCC(CC1)COCC(=O)O)C1=CC=C(C=C1)F 2-(((1r,4r)-4-(((4-chlorophenyl)(4-fluorophenyl)carbamoyl-oxy)methyl)cyclohexyl)methoxy)acetic acid